N-benzyl-thiazole C(C1=CC=CC=C1)N1CSC=C1